[13C](=O)(N)N C13-urea